2-((2-ethyl-5-(6-(2-hydroxyacetyl)-2,6-diazaspiro[3.3]heptan-2-yl)-7-methylpyrazolo[1,5-a]pyridin-3-yl)(methyl)amino)-4-(4-fluorophenyl)thiazole-5-carbonitrile C(C)C1=NN2C(C=C(C=C2C)N2CC3(C2)CN(C3)C(CO)=O)=C1N(C=1SC(=C(N1)C1=CC=C(C=C1)F)C#N)C